(±)-cis-4-amino-5-chloro-N-[1-[3-(4-fluorophenoxy)propyl]-3-methoxy-4-piperidinyl]-2-methoxybenzamide monohydrate O.NC1=CC(=C(C(=O)N[C@@H]2[C@@H](CN(CC2)CCCOC2=CC=C(C=C2)F)OC)C=C1Cl)OC |r|